[Li+].C(CC(=O)[O-])(=O)SCCNC(CCNC([C@@H](C(COP(OP(OC[C@@H]1[C@H]([C@H]([C@@H](O1)N1C=NC=2C(N)=NC=NC12)O)OP(=O)(O)O)(=O)O)(=O)O)(C)C)O)=O)=O Malonyl-coenzyme A lithium salt